C(#N)C1=CC(=C(C=C1)NS(=O)(=O)C1=CNC2=CC(=CC=C12)OCC1CC1)F N-(4-cyano-2-fluorophenyl)-6-(cyclopropylmethoxy)-1H-indole-3-sulfonamide